C(C)OC(CN1C=2N(C(C3=C1C(N(C3)CCNC(=O)OC(C)(C)C)=O)=O)N=C(C2)CC)=O (6-{2-[(tert-Butoxycarbonyl)amino]ethyl}-2-ethyl-5,8-dioxo-5,6,7,8-tetrahydro-4H-pyrazolo[1,5-a]pyrrolo[3,4-d]pyrimidin-4-yl)acetic acid ethyl ester